C(C)OC1=CN=CC(=N1)C1=CC=C(N)C=C1 4-(6-ethoxypyrazin-2-yl)aniline